NCCCCN(C(ON1C=NC=C1)=O)N1C(C2=CC=CC=C2C1=O)=O 1H-imidazol-1-yl (4-aminobutyl)(1,3-dioxoisoindolin-2-yl)carbamate